2-(Pyridin-2-yl)-N-(5-(3-(5-(2-(3-(trifluoromethoxy)phenyl)acetamido)-1,3,4-thiadiazol-2-yl)piperidin-1-yl)pyridin-2-yl)acetamide N1=C(C=CC=C1)CC(=O)NC1=NC=C(C=C1)N1CC(CCC1)C=1SC(=NN1)NC(CC1=CC(=CC=C1)OC(F)(F)F)=O